C(C(=C)C)(=O)OS(=O)(=O)CC methacryloylethylsulfonate